C(C)(C)OC1=CC(=C(C=N1)CN1N=CC(=C1)CNC1=NC=2N([C@H](C(NC2C(=N1)C)=O)C)C)C (7S)-2-(((1-((6-isopropoxy-4-methylpyridin-3-yl)methyl)-1H-pyrazol-4-yl)methyl)amino)-4,7,8-trimethyl-7,8-dihydropteridin-6(5H)-one